BrCC1=CC(=NC(=C1)OCC)OCC 4-(bromomethyl)-2,6-diethoxypyridine